The molecule is a tartrate salt that is the hemitartrate salt of pimavanserin. An atypical antipsychotic that is used for treatment of hallucinations and delusions associated with Parkinson's disease. It has a role as an antipsychotic agent, a serotonergic antagonist and a 5-hydroxytryptamine 2A receptor inverse agonist. It contains a pimavanserin(1+). CC(C)COC1=CC=C(C=C1)CNC(=O)N(CC2=CC=C(C=C2)F)C3CCN(CC3)C.CC(C)COC1=CC=C(C=C1)CNC(=O)N(CC2=CC=C(C=C2)F)C3CCN(CC3)C.[C@@H]([C@H](C(=O)O)O)(C(=O)O)O